ON1N=NC=C1 1-Hydroxy-1H-1,2,3-triazol